C(C(=C)C)(=O)OCCNC(=O)NCCOCC 2-(3-(2-ethoxyethyl)ureido)ethyl methacrylate